F[C@H]1CN(C[C@H]1NC(C1=C(C=CC(=C1)B1OC(C(O1)(C)C)(C)C)C)=O)C(=O)OCC(F)(F)F 2,2,2-trifluoroethyl (3S,4R)-3-fluoro-4-(2-methyl-5-(4,4,5,5-tetramethyl-1,3,2-dioxaborolan-2-yl)benzamido)pyrrolidine-1-carboxylate